ClC1=C2C(=C(N=C1)C1=NN(C=C1)C)C=1CN(CCC1N2)C(CO)=O 1-[6-chloro-9-(1-methyl-1H-pyrazol-3-yl)-1,3,4,5-tetrahydro-2H-pyrrolo[3,2-c:4,5-c']dipyridin-2-yl]-2-hydroxyethan-1-one